C1(CCCC1)N1C(C(=CC2=C1N=C(N=C2)NC2=CC=C(C=N2)N2CCCCC2)COCC)=O 8-Cyclopentyl-6-ethoxymethyl-2-(3,4,5,6-tetrahydro-2H-[1,3']bipyridinyl-6'-ylamino)-8H-pyrido[2,3-d]pyrimidin-7-one